4'-benzoylbiphenyl C(C1=CC=CC=C1)(=O)C1=CC=C(C=C1)C1=CC=CC=C1